COC([C@@H](NS(=O)(=O)C1=CC=CC=C1)CS)=O benzenesulfonyl-L-cysteine methyl ester